spiro[thioxanthene-9,9'-xanthene] C1=CC=CC=2OC3=CC=CC=C3C3(C12)C1=CC=CC=C1SC=1C=CC=CC13